O=C1NC(CCC1N1C(N(C2=C1C=CC(=C2)C2CCN(CC2)CC(=O)O)C)=O)=O 2-[4-[1-(2,6-dioxo-3-piperidyl)-3-methyl-2-oxo-benzimidazol-5-yl]-1-piperidyl]acetic acid